tert-butyl 3-[4-(cyclopropylsulfonimidoyl)phenyl]azetidine-1-carboxylate C1(CC1)S(=O)(=N)C1=CC=C(C=C1)C1CN(C1)C(=O)OC(C)(C)C